COC1=CC=C(CN2N=CC(=C(C2=O)C(F)(F)F)N[C@H](COC([2H])([2H])C2=NN3C(C(N(CC3)CC3=CC=C(C=C3)OC)([2H])[2H])=C2)C)C=C1 (S)-2-(4-methoxybenzyl)-5-((1-((5-(4-methoxybenzyl)-4,5,6,7-tetrahydropyrazolo[1,5-a]pyrazin-2-yl-4,4-d2)methoxy-d2)propan-2-yl)amino)-4-(trifluoromethyl)pyridazin-3(2H)-one